COC1=CC=C(C=C1)S(=O)(=O)N1[C@@H]2C[C@@H]2C[C@H]1C(=O)O (1R,3S,5R)-2-(4-Methoxy-benzenesulfonyl)-2-azabicyclo[3.1.0]hexane-3-carboxylic acid